1-(2-fluoro-4-(5-(trifluoromethyl)-1,2,4-oxadiazol-3-yl)phenyl)-2-((isoxazol-4-ylmethyl)thio)ethan-1-one FC1=C(C=CC(=C1)C1=NOC(=N1)C(F)(F)F)C(CSCC=1C=NOC1)=O